6-Amino-3',6'-dihydro-[2,4'-bipyridine]-1'(2'H)-carboxylate NC1=CC=CC(=N1)C=1CCN(CC1)C(=O)[O-]